FC1=CC=C2C(=CNC(C2=C1F)=O)C(C)N(C(=O)NC1=CC=CC=C1)CC 1-(1-(7,8-Difluoro-1-oxo-1,2-dihydroisoquinolin-4-yl)ethyl)-1-ethyl-3-phenylurea